O1CCC(CC1)/C=C/C(=O)OC Methyl (2E)-3-(tetrahydro-2H-pyran-4-yl)prop-2-enoate